N(C(=N)N)C1(CC1)CC(=O)O 2-(1-carbamimidamidocyclopropyl)-acetic acid